NC1=NC=C(C=C1O[C@H](C)C=1C=C(C=CC1)NC(C1=CN=CC(=C1)C1CC1)=O)Cl (R)-N-(3-(1-((2-amino-5-chloropyridin-3-yl)oxy)ethyl)-phenyl)-5-cyclopropylnicotinamide